NC1=C(C=O)C=CN=C1Cl 3-amino-2-chloroisonicotinaldehyde